COC1=CC=C(C=C1)C1(CCC1)/C=C/C(=O)OCC ethyl (E)-3-(1-(4-methoxyphenyl)cyclobutyl)acrylate